N1-[2-(dimethylamino)ethyl]-N1-methyl-benzene-1,4-diamine CN(CCN(C1=CC=C(C=C1)N)C)C